C(C)(=O)C1=CC=C(CN2C3=C(C(=C(CC2=O)C(=O)NC)O)C=CC=C3)C=C1 1-(4-acetylbenzyl)-5-hydroxy-N-methyl-2-oxo-2,3-dihydro-1H-benzo[b]azepine-4-carboxamide